methyl 4-benzyloxy-1-(ethoxycarbonylcarbamothioylamino)-7-phenoxy-isoquinoline-3-carboxylate C(C1=CC=CC=C1)OC1=C(N=C(C2=CC(=CC=C12)OC1=CC=CC=C1)NC(NC(=O)OCC)=S)C(=O)OC